exo-mono-benzyl ether C(C1=CC=CC=C1)OCC1=CC=CC=C1